3-chloro-8a-hydroxy-5a-(4-methoxyphenyl)-8-oxo-6-phenyl-5a,7,8,8a-tetrahydro-6H-cyclopenta[4,5]furo[3,2-b]pyridine-7-carboxylate ClC=1C=C2C(=NC1)C1(C(O2)(C(C(C1=O)C(=O)[O-])C1=CC=CC=C1)C1=CC=C(C=C1)OC)O